1-[5-(trifluoro-methyl)pyridin-2-yl]methan-amine FC(C=1C=CC(=NC1)CN)(F)F